BrC1=C(C(=C(C(=O)O)C=C1Cl)F)F 4-Bromo-5-chloro-2,3-difluoro-benzoic acid